NC1=CC=C(C(=O)C2=CC=C(C=C2)NC(CCC#C)=O)C=C1 N-(4-(4-aminobenzoyl)phenyl)pent-4-ynamide